CO[C@@H](CCCCC(C(=O)O)(C)C)[C@H](CCCCCC(C(=O)O)(C)C)OC (7S,8S)-7,8-dimethoxy-2,2,14,14-tetramethylpentadecanedioic acid